[Cl-].[Cl-].C1(C=CC=C1)[Zr](OC1=CC=CC=C1)(OC1=CC=CC=C1)C1C=CC=C1 dicyclopentadienyl-bisphenoxyzirconium dichloride